3-bromo-1-(3-chloropyridin-2-yl)-N-(2,4-dichloro-6-(methylcarbamoyl)phenyl)-N-methyl-1H-pyrazole-5-carboxamide BrC1=NN(C(=C1)C(=O)N(C)C1=C(C=C(C=C1C(NC)=O)Cl)Cl)C1=NC=CC=C1Cl